phenyl 2-((E)-5-(((R)-1-(tert-butoxycarbonyl)pyrrolidin-3-yl)oxy)pent-2-en-1-yl)-1,8-naphthyridine-1(2H)-carboxylate C(C)(C)(C)OC(=O)N1C[C@@H](CC1)OCC/C=C/CC1N(C2=NC=CC=C2C=C1)C(=O)OC1=CC=CC=C1